Methyl 6-(4-amino-2-fluorophenyl)-3-chloro-5-fluoropicolinate NC1=CC(=C(C=C1)C1=C(C=C(C(=N1)C(=O)OC)Cl)F)F